C1(CC1)N1C(C(=CC(=C1)CN1C[C@H](CCC1)C)C(=O)O)=O 1-cyclopropyl-5-[[(3S)-3-methylpiperidin-1-yl]methyl]-2-oxopyridine-3-carboxylic acid